(2S,4R)-1-((S)-2-amino-3,3-dimethylbutanoyl)-N-((S)-1-(4-((S)-2-cyanopyrrolidin-1-yl)phenyl)ethyl)-4-hydroxypyrrolidine-2-carboxamide N[C@H](C(=O)N1[C@@H](C[C@H](C1)O)C(=O)N[C@@H](C)C1=CC=C(C=C1)N1[C@@H](CCC1)C#N)C(C)(C)C